1-Butyl-1-propylpiperidinium fluorid [F-].C(CCC)[N+]1(CCCCC1)CCC